5-chloro-2-methyl-1-((tetrahydro-2H-pyran-4-yl)methyl)-1H-indole-3-carboxylic acid ClC=1C=C2C(=C(N(C2=CC1)CC1CCOCC1)C)C(=O)O